C1(CCC1)NC=1C=C(C(=O)NC[C@@H](O)[C@H]2N(CC3=CC(=CC=C3C2)OCC2=C(N=CO2)C)C(=O)OC(C)(C)C)C=CC1 tert-butyl (3S)-3-[(1R)-2-[[3-(cyclobutylamino)benzoyl]amino]-1-hydroxy-ethyl]-7-[(4-methyloxazol-5-yl)methoxy]-3,4-dihydro-1H-isoquinoline-2-carboxylate